4-cyclooctanemethylamine C1CCC(CCCC1)CN